CC1(O[C@H]2[C@@H](O1)[C@@H]([C@@H]1[C@H]2C1)N1C=NC=2C1=NC(=CC2NCCF)C)C 3-((3aR,3bR,4aS,5R,5aS)-2,2-dimethylhexahydrocyclopropa[3,4]cyclopenta[1,2-d][1,3]dioxol-5-yl)-N-(2-fluoroethyl)-5-methyl-3H-imidazo[4,5-b]pyridin-7-amine